NC=1C2=C(N=CN1)N(C(=C2C2=CC=C(C=C2)OC2=CC=CC=C2)C#CC2CN(C2)C(\C=C\CN(C)C)=O)[C@H]2COCC2 (R,E)-1-(3-((4-amino-5-(4-phenoxyphenyl)-7-(tetrahydrofuran-3-yl)-7H-pyrrolo[2,3-d]pyrimidin-6-yl)ethynyl)azetidin-1-yl)-4-(dimethylamino)but-2-en-1-one